6-methyl-3-(pyrimidin-2-yl)pyridine-2-carboxylic acid methyl ester COC(=O)C1=NC(=CC=C1C1=NC=CC=N1)C